4-(7-(4-Chlorophenyl)-2,7-diazaspiro[3.5]nonan-2-yl)-N-(2,6-dioxopiperidin-3-yl)-2-fluorobenzamide ClC1=CC=C(C=C1)N1CCC2(CN(C2)C2=CC(=C(C(=O)NC3C(NC(CC3)=O)=O)C=C2)F)CC1